methyl 2-((1-(4,7-dimethyl-5-oxo-3-vinyl-4,5-dihydroimidazo[1,5-a]quinazolin-9-yl)ethyl)amino)benzoate CN1C=2N(C3=C(C=C(C=C3C1=O)C)C(C)NC1=C(C(=O)OC)C=CC=C1)C=NC2C=C